ClC1=C(C=C(C=2C3=C(NC12)CCNC(C3C)=O)OCCOC)Cl 7,8-dichloro-10-(2-methoxyethoxy)-1-methyl-3,4,5,6-tetrahydroazepino[4,5-b]indol-2(1H)-one